C(C)N1C(N(CCC1)C(C=1C=NC=CC1)C1=CC(=C2C=CC=NC2=C1O)C)=O 1-ethyl-3-((8-hydroxy-5-methylquinolin-7-yl)(pyridin-3-yl)methyl)tetrahydropyrimidin-2(1H)-one